methyl 4-[4-[[2-(4-chlorophenyl)-5-formyl-phenyl]-hydroxy-methyl]-1-piperidyl]-2-(1H-pyrrolo[2,3-b]pyridin-5-yloxy)benzoate ClC1=CC=C(C=C1)C1=C(C=C(C=C1)C=O)C(C1CCN(CC1)C1=CC(=C(C(=O)OC)C=C1)OC=1C=C2C(=NC1)NC=C2)O